ClC=1C=C(C=CC1)[C@@H]1[C@H](C1)C(=O)O |r| rac-(1S,2S)-2-(3-chlorophenyl)cyclopropane-1-carboxylic acid